5-((3-fluoro-4-methoxybenzyl)amino)-N-((1-fluorocyclopropyl)methyl)-2-morpholinobenzamide FC=1C=C(CNC=2C=CC(=C(C(=O)NCC3(CC3)F)C2)N2CCOCC2)C=CC1OC